ClC1=C(C=2N=C(N=C(C2C=N1)N1CCN(CC(C1)NC(OC(C)(C)C)=O)C)OCC1(CC1)CN1CCOCC1)F tert-butyl N-[1-(7-chloro-8-fluoro-2-{[1-(morpholin-4-ylmethyl)cyclopropyl]methoxy}pyrido[4,3-d]pyrimidin-4-yl)-4-methyl-1,4-diazepan-6-yl]carbamate